C1(=CC=CC2=CC=CC=C12)OC(=O)CC1C2C=CC(C1)C2=O 5-(1-naphthyloxycarbonylmethyl)-7-oxo-bicyclo[2.2.1]Hept-2-ene